1,1-diphenyl-2,2-bis(4-bromophenyl)ethylene C1(=CC=CC=C1)C(=C(C1=CC=C(C=C1)Br)C1=CC=C(C=C1)Br)C1=CC=CC=C1